ClC1=CC=C(C=C1)C(CC(C)C)N1C[C@@H](N(C[C@H]1C)C=1C=2N=CN(C2N(C(N1)=O)C)C[C@H]1OCC[C@@H]1O)C 6-((2S,5R)-4-(1-(4-Chlorophenyl)-3-methylbutyl)-2,5-dimethylpiperazin-1-yl)-9-(((2R,3S)-3-hydroxytetrahydrofuran-2-yl)methyl)-3-methyl-3,9-dihydro-2H-purin-2-one